ClC=1C=C(C=CC1)[C@@H]1[C@H](C1)C(=O)NC1=CC(=NC=N1)N1[C@H](C[C@@H](C1)O)C(=O)NC1=CC=C(C=C1)C1CC1 (2R,4S)-1-(6-((1S,2S)-2-(3-chlorophenyl)cyclopropane-1-carboxamido)pyrimidin-4-yl)-N-(4-cyclopropylphenyl)-4-hydroxypyrrolidine-2-carboxamide